gamma-(methacryloyloxy)propyl-trimethylsilane C(C(=C)C)(=O)OCCC[Si](C)(C)C